2-(2-methoxy-7-methylquinoxalin-5-yl)-4-methylbenzo[d]thiazol-6-ol COC1=NC2=CC(=CC(=C2N=C1)C=1SC2=C(N1)C(=CC(=C2)O)C)C